C(C)(C)(C)OC(=O)N1[C@@H](C[C@H](C1)O)C(=O)N1CCNCC1 (2S,4R)-4-hydroxy-2-(piperazine-1-carbonyl)pyrrolidine-1-carboxylic acid tert-butyl ester